(2R,4S)-tert-butyl 4-((tert-butyldiphenylsilyl)oxy)-2-(methoxy(methyl)carbamoyl)pyrrolidine-1-carboxylate [Si](C1=CC=CC=C1)(C1=CC=CC=C1)(C(C)(C)C)O[C@H]1C[C@@H](N(C1)C(=O)OC(C)(C)C)C(N(C)OC)=O